tricyclo[5.2.1.02,6]decane-8-yloxyethyl methacrylate C(C(=C)C)(=O)OCCOC1C2C3CCCC3C(C1)C2